C(#C)C1=CC=C(C=C1)CC(=O)NC[C@H]([C@@H](O)C1C(C(CC(O1)(C(=O)O)OCCCCCCOC)O)NC(CO)=O)O 6-((1R,2R)-3-(2-(4-ethynylphenyl)acetamido)-1,2-dihydroxypropyl)-4-hydroxy-5-(2-hydroxyacetamido)-2-((6-methoxyhexyl)oxy)tetrahydro-2H-pyran-2-carboxylic acid